(R)-1-(3-methoxyazetidin-1-yl)-3-(4-(4-(1-(pent-3-yl)-1H-pyrazol-4-yl)pyrazolo[1,5-a]pyrazin-6-yl)-1H-pyrazol-1-yl)propan-2-ol COC1CN(C1)C[C@H](CN1N=CC(=C1)C=1N=C(C=2N(C1)N=CC2)C=2C=NN(C2)C(CC)CC)O